[C@H](C)(CC)NC=1N=CC2=C(N1)NC=C2C=2C=CC=1N(C2)C(=CN1)C(=O)NCC(F)F (S)-6-(2-(sec-butylamino)-7H-pyrrolo[2,3-d]pyrimidin-5-yl)-N-(2,2-difluoroethyl)imidazo[1,2-a]pyridine-3-carboxamide